1-(4-Aminobenzyl)-5,5-dimethyl-3-((2-(trimethylsilyl)ethoxy)methyl)imidazolidine-2,4-dione NC1=CC=C(CN2C(N(C(C2(C)C)=O)COCC[Si](C)(C)C)=O)C=C1